Cl.FC(C1=CC=C(C=N1)N1C(C2(CC1)CC1CCC(C2)N1)=O)(F)F 1'-(6-(trifluoromethyl)pyridin-3-yl)-8-azaspiro[bicyclo[3.2.1]octane-3,3'-pyrrolidin]-2'-one hydrochloride